3-methyl-1-(4-phenyl-1,3-thiazol-2-yl)-1H-pyrazole-4,5-dione CC1=NN(C(C1=O)=O)C=1SC=C(N1)C1=CC=CC=C1